diethoxy chlorophosphonate ClP(OOCC)(OOCC)=O